2-(((S)-1-(((S)-1,1-bis(4-ethoxyphenyl)propan-2-yl)amino)-3-methyl-1-oxobutan-2-yl)carbamoyl)-4-methoxypyridin-3-yl ethyl carbonate C(OC=1C(=NC=CC1OC)C(N[C@H](C(=O)N[C@H](C(C1=CC=C(C=C1)OCC)C1=CC=C(C=C1)OCC)C)C(C)C)=O)(OCC)=O